F[C@H]1[C@@H]2CC[C@H](C[C@H]1N(C1=CC=C(N=N1)C1=C(C=C(C=C1)C1=NC(N(C=N1)C)=O)O)C)N2C 4-(4-(6-(((1S,2S,3R,5R)-2-fluoro-8-methyl-8-azabicyclo[3.2.1]octan-3-yl)(methyl)amino)pyridazin-3-yl)-3-hydroxyphenyl)-1-methyl-1,3,5-triazin-2(1H)-one